CC1=CC=CC=2N(C(NC21)=O)C2CCNCC2 4-Methyl-1-(piperidin-4-yl)-2,3-dihydro-1H-1,3-benzodiazol-2-one